2,2,2-tribromoacetate BrC(C(=O)[O-])(Br)Br